C(C1=CC=CC=C1)N1CCC(CC1)CCNC(=O)N1CCC(CC1)C1=CNC2=CC=CC=C12 N-[2-(1-benzylpiperidin-4-yl)ethyl]-4-(1H-indol-3-yl)piperidine-1-carboxamide